O=C1N(CCC(N1)=O)N1C(C2=CC=C(C=C2C1)CN(C1CCN(CC1)C=1C(=CC2=C(C(C=3NC4=CC(=CC=C4C3C2=O)C#N)(C)C)C1)CC)C)=O 8-(4-(((2-(2,4-dioxotetrahydropyrimidin-1(2H)-yl)-1-oxoisoindolin-5-yl)methyl)(methyl)amino)piperidin-1-yl)-9-ethyl-6,6-dimethyl-11-oxo-6,11-dihydro-5H-benzo[b]carbazole-3-carbonitrile